C1(CC1)C(C#CC=1C2=C(C(N(C1)C)=O)NC(=C2C(=O)OCC)C)(C)O ethyl 4-(3-cyclopropyl-3-hydroxy-but-1-ynyl)-2,6-dimethyl-7-oxo-1H-pyrrolo[2,3-c]pyridine-3-carboxylate